COC1=C(C=C(C=C1/C=C/CC(=O)O)OC)C (E)-4-(2,5-dimethoxy-3-tolyl)but-3-enoic acid